FC(CC=1C(=C(C(=O)NC(C)C)C=C(C1)F)O)F (2,2-difluoroethyl)-5-fluoro-2-hydroxy-N-isopropylbenzamide